benzyl 3-((tert-butoxycarbonyl)amino)-3-((methylthio)methyl)piperidine-1-carboxylate C(C)(C)(C)OC(=O)NC1(CN(CCC1)C(=O)OCC1=CC=CC=C1)CSC